OC1=CC=C(C=C1)C1=NNC(C2=CC=CC(=C12)C1=CC=C(C=C1)[N+](=O)[O-])=O 4-(4-hydroxyphenyl)-2,3-diaza-(4-nitrophenyl)naphthalene-1-one